C[C@H]1C[C@@]2(N([C@H](C1)C2)C(=O)NC2=CC(=C(C=C2)C)C=2N=NC=CN2)C2=NC(=NO2)C (1S,3R,5R)-3-methyl-1-(3-methyl-1,2,4-oxadiazol-5-yl)-N-(4-methyl-3-(1,2,4-triazin-3-yl)phenyl)-6-azabicyclo[3.1.1]heptane-6-carboxamide